N-(4-((4-(2-methoxy-ethyl)piperazin-1-yl)-methyl)pyridin-2-yl)-6-(1H-pyrazol-4-yl)-benzo[d]thiazol-2-amine COCCN1CCN(CC1)CC1=CC(=NC=C1)NC=1SC2=C(N1)C=CC(=C2)C=2C=NNC2